ethyl 2-(4-chloro-2-fluorophenyl)-2,2-difluoroacetate ClC1=CC(=C(C=C1)C(C(=O)OCC)(F)F)F